tert-butyl (2S)-4-[6-chloro-2-(2,2-dimethoxyethoxy)-8-fluoro-7-(3-hydroxy-1-naphthyl)quinazolin-4-yl]-2-(cyanomethyl)piperazine-1-carboxylate ClC=1C=C2C(=NC(=NC2=C(C1C1=CC(=CC2=CC=CC=C12)O)F)OCC(OC)OC)N1C[C@@H](N(CC1)C(=O)OC(C)(C)C)CC#N